OC1COCC2=C1NC(C1=C2C=C(S1)C1=CC=NC=C1)=O 4-hydroxy-8-(pyridin-4-yl)-1,3,4,5-tetrahydro-6H-pyrano[4,3-b]thieno[3,2-d]pyridin-6-one